COC(=O)C1CCC(CC1)COC (1r,4r)-4-(methoxymethyl)cyclohexane-1-carboxylic acid methyl ester